NC=1C=C(C(=O)NCC2=CC=C(C=C2)F)C=CC1C(C)(C)O 3-amino-N-(4-fluorobenzyl)-4-(2-hydroxypropan-2-yl)benzamide